CC1=C(C=CC(=C1)C1=C(C(=O)[O-])C=C(C(=C1C)OCCCCOC(C=C)=O)C)C1=C(C(=O)[O-])C=C(C(=C1C)OCCCCOC(C=C)=O)C 2-methylbenzene-1,4-diylbis{4-[4-(acryloyloxy) butoxy]-3,5-dimethylbenzoate}